(((9H-fluoren-9-yl)methoxy)carbonyl)-N6-(tert-butoxycarbonyl)lysinate C1=CC=CC=2C3=CC=CC=C3C(C12)COC(=O)N[C@@H](CCCCNC(=O)OC(C)(C)C)C(=O)[O-]